CC1(CNC=2N=CN=C(C21)N)C 5,5-dimethyl-6,7-dihydro-5H-pyrrolo[2,3-d]pyrimidin-4-amine